5-(1H-imidazol-1-yl)-N-((1r,4r)-4-methyl-4-((2,2,2-trifluoroethyl)amino)cyclohexyl)1H-pyrazolo[4,3-d]pyrimidine-7-carboxamide N1(C=NC=C1)C=1N=C(C2=C(N1)C=NN2)C(=O)NC2CCC(CC2)(NCC(F)(F)F)C